(S)-2-(dimethylamino)-N-(7-methoxy-4-(1-methyl-3-phenyl-1H-pyrazol-4-yl)pyrido[3,2-d]pyrimidin-6-yl)acrylamide CN(C(C(=O)NC=1C(=CC=2N=CN=C(C2N1)C=1C(=NN(C1)C)C1=CC=CC=C1)OC)=C)C